C(C)(C)(C)OC(=O)N1C2C(C(C1)C#C)OCC2(OC)OC 6-Ethynyl-3,3-dimethoxy-hexahydro-furo(3,2-b)pyrrole-4-carboxylic Acid TertButyl Ester